S(N)([O-])(=O)=O.S(N)([O-])(=O)=O.[Mg+2] Magnesium disulfamat